tert-butyl 3-(4-(N-(3-chlorophenyl)-N-((5-(5-(difluoromethyl)-1,3,4-oxadiazol-2-yl)pyridin-2-yl) methyl)sulfamoyl)piperidin-1-yl)azetidine-1-carboxylate ClC=1C=C(C=CC1)N(S(=O)(=O)C1CCN(CC1)C1CN(C1)C(=O)OC(C)(C)C)CC1=NC=C(C=C1)C=1OC(=NN1)C(F)F